FC(OCCNC1=CC=C(C(=O)O)C=C1)F 4-((2-(difluoromethoxy)ethyl)amino)benzoic acid